N-[2-(1-piperazinyl)ethyl]-1,4-piperazinediethylamine N1(CCNCC1)CCNCCN1CCN(CC1)CCN